[C@H]12CN(C[C@H](CC1)N2)C2=NC(=NC=1C(N(N=CC12)C1=CC(=CC2=CC=C(C(=C12)F)F)O)=O)OC([2H])([2H])[C@H]1N(CCC1)C([2H])([2H])[2H] 4-((1R,5S)-3,8-Diazabicyclo[3.2.1]octan-3-yl)-7-(7,8-difluoro-3-hydroxynaphthalen-1-yl)-2-(((S)-1-(methyl-d3)pyrrolidin-2-yl)methoxy-d2)pyrimido[4,5-d]pyridazin-8(7H)-one